1-(4-(2-chlorophenyl)-3,4-dihydroquinoxaline-1(2H)-yl)-3-(pyrrolidin-1-yl)propan-1-one ClC1=C(C=CC=C1)N1CCN(C2=CC=CC=C12)C(CCN1CCCC1)=O